ClC1=C(C=CC=C1Cl)C=1C(N(C(N(C1)CC(N1CCC(CC1)N1C(NC2=C(CC1)C=CC=N2)=O)=O)=O)C)=O 5-(2,3-dichlorophenyl)-3-methyl-1-[2-oxo-2-[4-(2-oxo-4,5-dihydro-1H-pyrido[2,3-d][1,3]diazepin-3-yl)-1-piperidyl]ethyl]pyrimidine-2,4-dione